2-N-[4-methoxy-3-(1H-pyrazol-4-yl)phenyl]-4-N,6-dimethylpyrimidine-2,4-diamine COC1=C(C=C(C=C1)NC1=NC(=CC(=N1)NC)C)C=1C=NNC1